tert-butyl-((4-(7-(benzyloxy)-6-methoxyquinazolin-4-yl)-1,4-diazepan-1-yl)sulfonyl)carbamic acid C(C)(C)(C)N(C(O)=O)S(=O)(=O)N1CCN(CCC1)C1=NC=NC2=CC(=C(C=C12)OC)OCC1=CC=CC=C1